2,4-dichloro-N-[3-(3-chloro-4-cyano-phenoxy)-2,2,4,4-tetramethyl-cyclobutyl]pyrimidine-5-carboxamide ClC1=NC=C(C(=N1)Cl)C(=O)NC1C(C(C1(C)C)OC1=CC(=C(C=C1)C#N)Cl)(C)C